1,3,3,3-tetrafluoro-N-(perfluoroethyl)-N-(trifluoromethyl)prop-1-en-1-amine FC(=CC(F)(F)F)N(C(F)(F)F)C(C(F)(F)F)(F)F